N-(4-cyclohexylphenyl)-9,9-dimethyl-3-phenyl-9H-fluoren-2-amine C1(CCCCC1)C1=CC=C(C=C1)NC1=CC=2C(C3=CC=CC=C3C2C=C1C1=CC=CC=C1)(C)C